CC=1O[C@H](CN1)C1=CC=CC=C1 (4s,5s)-(-)-2-methyl-5-phenyl-2-oxazoline